OC(C)C=1C(=NC(=CC1)N1C=NC2=C1C=CC(=C2)NC2=NC(N(C=C2)C)=O)N2N=C(C=C2C)C#N 1-[3-(1-hydroxyethyl)-6-[5-[(2-keto-1-methyl-pyrimidin-4-yl)amino]benzimidazol-1-yl]-2-pyridyl]-5-methyl-pyrazole-3-carbonitrile